(alphaS)-alpha-[[methyl-(phenylmethyl)amino]methyl]-3-(trifluoromethyl)benzyl alcohol CN(CC1=CC=CC=C1)C[C@H](C1=CC(=CC=C1)C(F)(F)F)O